FC(C1(CC1)CC#CCN)(F)F 4-(1-(trifluoromethyl)cyclopropyl)but-2-yn-1-amine